(3-chloro-5-fluoro-4-(6-((6-methylpyrimidin-4-yl)amino)-1H-pyrazolo[4,3-c]pyridin-1-yl)phenyl)methanol ClC=1C=C(C=C(C1N1N=CC=2C=NC(=CC21)NC2=NC=NC(=C2)C)F)CO